[(3R)-1-tert-butoxycarbonyl-3-methyl-pyrrolidin-3-yl]4-[3-[2-(cyclopropoxy)-3-pyridyl]pyrazolo[1,5-a]pyrimidin-5-yl]piperazine-1-carboxylate C(C)(C)(C)OC(=O)N1C[C@](CC1)(C)OC(=O)N1CCN(CC1)C1=NC=2N(C=C1)N=CC2C=2C(=NC=CC2)OC2CC2